C(C)OCOC=1C=C(C=O)C=CC1C=1N=NC(=CC1C)N[C@H]1CN(CCC1)CCO (R)-3-(ethoxymethoxy)-4-(6-((1-(2-hydroxyethyl)piperidin-3-yl)amino)-4-methylpyridazine-3-yl)benzaldehyde